N-[4-chloro-6-[[6-(5,6,7,8-tetrahydroimidazo[1,2-a]pyridin-7-ylmethoxy)-3-pyridinyl]methylamino]-1-isoquinolinyl]carbamic acid methyl ester COC(NC1=NC=C(C2=CC(=CC=C12)NCC=1C=NC(=CC1)OCC1CC=2N(CC1)C=CN2)Cl)=O